BrC1=C2C=CN(C2=CC=C1)[C@@H]1[C@@H](CN(CC1)C(=O)OC(C)(C)C)F tert-butyl (3R,4S)-4-(4-bromo-1H-indol-1-yl)-3-fluoropiperidine-1-carboxylate